NCCC1CN(C(O1)=O)C=1C=CC2=C(NC(CO2)=O)C1 6-[5-(2-aminoethyl)-2-oxo-1,3-oxazolidin-3-yl]-4H-1,4-benzoxazin-3-one